6-(4-fluorophenyl)-5-(methylthio)picolinic acid FC1=CC=C(C=C1)C1=C(C=CC(=N1)C(=O)O)SC